(R)-(4-(1-hydroxyethyl)pyridin-2-yl)carbamic acid tert-butyl ester C(C)(C)(C)OC(NC1=NC=CC(=C1)[C@@H](C)O)=O